C(C)(C)(C)OC(=O)N1[C@@H](COCC1)C=1C=C(C=C2CCN(CC12)C(NCC)=O)C=1C=C2C(=NC1)NC=C2C (R)-3-[2-(ethylcarbamoyl)-6-(3-methyl-1H-pyrrolo[2,3-b]pyridin-5-yl)-1,2,3,4-tetrahydroisoquinolin-8-yl]morpholine-4-carboxylic acid tert-butyl ester